CN1C2=C(OC[C@@H](C1=O)NC(C(=O)NC(C)(C)C1=CC=CC=C1)=O)C=CC(=C2)C#CCN2CCOCC2 (S)-N1-(5-methyl-7-(3-morpholinoprop-1-yn-1-yl)-4-oxo-2,3,4,5-tetrahydrobenzo[b][1,4]oxazepin-3-yl)-N2-(2-phenylpropan-2-yl)oxalamide